C(C1=CC=CC=C1)OC[C@H](C(=O)N[C@@H](COC1=C(C2=CC=CC=C2C=C1)C(=O)N[C@@H](CC(=O)O)C(=O)NCCC1=CC(=CC=C1)OC)CC1=CC=CC=C1)N(C([C@H](CC(C)C)NC)=O)C (S)-3-(2-((R)-2-((R)-3-(benzyloxy)-2-((S)-N,4-dimethyl-2-(methylamino)pentanamido)propanamido)-3-phenylpropoxy)-1-naphthamido)-4-((3-methoxyphenethyl)amino)-4-oxobutanoic acid